C(C1=CC=C(C=C1)C1=NC=C(C(=C1)C(C)(C)[2H])[Si](C)(C)C)([2H])([2H])[2H] 2-(4-(methyl-d3)phenyl)-4-(prop-2-yl-2-d)-5-(trimethylsilyl)pyridine